N-(5-(4-cyanophenyl)-1,3,4-selenadiazol-2-yl)-4-(5-formyl-2-methoxyphenyl)-6-methylnicotinamide C(#N)C1=CC=C(C=C1)C1=NN=C([Se]1)NC(C1=CN=C(C=C1C1=C(C=CC(=C1)C=O)OC)C)=O